ClC=1C=C2C(=NC(=NC2=C(C1C1=CC=CC2=C1N=C(S2)N)F)OC[C@H]2N(CCC2)C)N2CCC(CCC2)C 4-(6-chloro-8-fluoro-4-(4-methylazepan-1-yl)-2-(((S)-1-methylpyrrolidin-2-yl)-methoxy)quinazolin-7-yl)-benzo[d]thiazol-2-amine